N-(2-hydroxyethyl)-4-[[(1S)-2-hydroxy-1-phenyl-ethyl]amino]-N-methyl-pyrimidine-5-carboxamide OCCN(C(=O)C=1C(=NC=NC1)N[C@H](CO)C1=CC=CC=C1)C